NCCCOC(\C=C\C=C\C1=CC=CC=C1)=O (2E,4E)-5-phenylpentane-2,4-dienoic acid-3-aminopropyl ester